C(C)OC1=C(C2=CC=CC=C2C=C1)OCC diethoxynaphthalene